3,3'-bipyridyl N1=CC(=CC=C1)C=1C=NC=CC1